N-[4-(2-amino-5-methyl-3H-imidazol-4-yl)-1,3-thiazol-2-yl]-5-chloropyridin-2-amine NC1=NC(=C(N1)C=1N=C(SC1)NC1=NC=C(C=C1)Cl)C